CC1=C(C=C(C=C1)C1=NN=C(N1)C1=CC=CC=C1)S(=O)(=O)N1C(COCC1)CO (4-((2-methyl-5-(5-phenyl-4H-1,2,4-triazol-3-yl)phenyl)sulfonyl)morpholin-3-yl)methanol